C1(CC1)N1C(=NC2=C(C=C(C=C2C1=O)F)\C(\C)=N\[S@](=O)C(C)(C)C)C1CCOCC1 (NE,R)-N-[1-(3-cyclopropyl-6-fluoro-4-oxo-2-tetrahydropyran-4-yl-quinazolin-8-yl)ethylidene]-2-methyl-propane-2-sulfinamide